C1(=CC=CC=C1)C=1C=NC2=NC3=C(N2C1)C=CC=C3 3-phenylpyrimidino[1,2-a]benzimidazole